NC=1C2=C(N=CN1)N(C(=C2C(=O)NC2=CC=C(C=C2)COC)\C=C\CO)C2(CC2)C (E)-4-amino-6-(3-hydroxypropan-1-en-1-yl)-N-(4-(methoxymethyl)phenyl)-7-(1-methylcyclopropyl)-7H-pyrrolo[2,3-d]pyrimidine-5-carboxamide